(4-bromo-1-isopropyl-1H-pyrrol-2-yl)(3,4,5-trimethoxyphenyl)methanone BrC=1C=C(N(C1)C(C)C)C(=O)C1=CC(=C(C(=C1)OC)OC)OC